C(CCCCOC1=CC(=C(C=C1OC)C(=O)N1[C@@H](CCC1)CO)N)OC1=CC(=C(C=C1OC)C(=O)N1[C@@H](CCC1)CO)N (S)-((pentane-1,5-diylbis(oxy))bis(2-amino-5-methoxy-4,1-phenylene))bis(((S)-2-(hydroxymethyl)-pyrrolidin-1-yl)methanone)